S(=O)(=O)(OCCCCCCCCCCCCCCCCCCCCCCCCCCCCCCCCCC)[O-] cetyl-stearyl sulfate